2-chloro-6,7-dimethoxy-N-(1-(3,4,5-trimethoxyphenyl)-1H-imidazol-4-yl)quinazolin-4-amine ClC1=NC2=CC(=C(C=C2C(=N1)NC=1N=CN(C1)C1=CC(=C(C(=C1)OC)OC)OC)OC)OC